CC(C(=O)N1C[C@@H](NCC1)C)(C)NC(OC(C)(C)C)=O tert-butyl (S)-(2-methyl-1-(3-methylpiperazin-1-yl)-1-oxopropan-2-yl)carbamate